F\C(=C/CN)\CS(=O)(=O)C1=C(C=CC=C1)C (Z)-3-Fluoro-4-(o-tolylsulfonyl)but-2-en-1-amin